[Cl-].CN1C=[N+](C=C1)CC1=CC=C(C=C1)C=C 1-methyl-3-(4'-vinylbenzyl)-1H-imidazol-3-ium chloride